1-Methoxy-2-nitro-4-((3-(tri-fluoromethyl)phenoxy)methyl)-benzene COC1=C(C=C(C=C1)COC1=CC(=CC=C1)C(F)(F)F)[N+](=O)[O-]